vinyl-trifluoroethyl-silane tert-butyl-(1S,4S)-5-[4-[(5-bromo-3-fluoro-2-pyridyl)amino]pyrido[3,2-d]pyrimidin-6-yl]-2,5-diazabicyclo[2.2.1]heptane-2-carboxylate C(C)(C)(C)OC(=O)N1[C@@H]2CN([C@H](C1)C2)C=2C=CC=1N=CN=C(C1N2)NC2=NC=C(C=C2F)Br.C(=C)[SiH2]CC(F)(F)F